4-(5-bromo-2-((5-chloropyridin-2-yl)methyl)-1-hydroxy-3-oxoisoindolin-1-yl)benzonitrile BrC=1C=C2C(N(C(C2=CC1)(O)C1=CC=C(C#N)C=C1)CC1=NC=C(C=C1)Cl)=O